C12(CC3CC(CC(C1)C3)C2)N2C(CCC2)=O 1-(adamantan-1-yl)pyrrolidin-2-one